1-ethyl-1,3,3-trimethyl-indan C(C)C1(CC(C2=CC=CC=C12)(C)C)C